[NH+]1=CCC1 azetinium